IC1=C(N(N=C1)C)C1=C(C#N)C=CC(=C1)C1=C(C=CC=C1)C (4-iodo-2-methylpyrazol-3-yl)-4-(o-tolyl)benzonitrile